ClC1=CC=C(C=C1)N(S(=O)(=O)C1=C(SC=C1)C(=O)NC=1C=C(C(=O)OCC)C=CC1)C Ethyl 3-(3-(N-(4-chlorophenyl)-N-methylsulfamoyl)thiophene-2-carboxamido)benzoate